C1(=CC=CC=C1)C=1N=C(N=NC1C1=CC=CC=C1)SC(C(=O)NCC=1SC=CC1)C 2-[(5,6-diphenyl-1,2,4-triazin-3-yl)sulfanyl]-N-(2-thienylmethyl)propanamide